5-(2-(2-chloro-3-fluorophenyl)-4-cyclopropyl-5-oxopiperazin-1-yl)-N-((R,E)-4-(methylsulfonyl)but-3-en-2-yl)pyrazine-2-carboxamide ClC1=C(C=CC=C1F)C1N(CC(N(C1)C1CC1)=O)C=1N=CC(=NC1)C(=O)N[C@H](C)\C=C\S(=O)(=O)C